3,6-di-naphthalen-2-yl-9-(4-quinolin-3-yl-phenyl)-9H-carbazole C1=C(C=CC2=CC=CC=C12)C=1C=CC=2N(C3=CC=C(C=C3C2C1)C1=CC2=CC=CC=C2C=C1)C1=CC=C(C=C1)C=1C=NC2=CC=CC=C2C1